(±)-cis-N-(8-amino-6-(4-ethylpyridin-3-yl)isoquinolin-3-yl)-2-cyanocyclopropane-1-carboxamide NC=1C=C(C=C2C=C(N=CC12)NC(=O)[C@H]1[C@H](C1)C#N)C=1C=NC=CC1CC |r|